(3R,5R)-1-{4-chloro-2-[1-(cyclopropylmethyl)-6-(1H-indazol-5-yl)-1H-pyrrolo[2,3-b]pyridin-2-yl]-3-methylpyrazolo[1,5-a]pyridin-6-carbonyl}-5-fluoropiperidin-3-amine ClC=1C=2N(C=C(C1)C(=O)N1C[C@@H](C[C@H](C1)F)N)N=C(C2C)C2=CC=1C(=NC(=CC1)C=1C=C3C=NNC3=CC1)N2CC2CC2